(((Rel-(3R,6S)-1-(tert-butoxycarbonyl)-2,3,6,7-tetrahydro-1H-azepine-3,6-diyl)bis(oxy))bis(2-oxoethane-2,1-diyl))bis(propane-2,1,3-triyl) tetranonanoate C(CCCCCCCC)(=O)OCC(COC(CCCCCCCC)=O)CC(=O)O[C@H]1CN(C[C@H](C=C1)OC(CC(COC(CCCCCCCC)=O)COC(CCCCCCCC)=O)=O)C(=O)OC(C)(C)C |o1:29,33|